N-(1-([1,1'-biphenyl]-4-yl)ethyl)-4-fluorobenzenesulfonamide C1(=CC=C(C=C1)C(C)NS(=O)(=O)C1=CC=C(C=C1)F)C1=CC=CC=C1